NC1CCC(CC1)NC1=NC2=C(C=C(C=C2C=N1)C1=C(C=C(C=C1)NS(=O)(=O)C1=C(C=CC=C1)Cl)C)OC N-(4-(2-(((1r,4r)-4-aminocyclohexyl)amino)-8-methoxy-quinazolin-6-yl)-3-methylphenyl)-2-chlorobenzene-sulfonamide